4-(6-(2,6-diazaspiro[3.3]heptan-2-yl)pyridin-3-yl)-6-(1-methyl-1H-pyrazol-4-yl)pyrazolo[1,5-a]pyridine-3-carbonitrile C1N(CC12CNC2)C2=CC=C(C=N2)C=2C=1N(C=C(C2)C=2C=NN(C2)C)N=CC1C#N